(6-Chloro-8-methoxy-1,3,4,5-tetrahydropyrido[4,3-b]indol-2-yl)-(5-(trifluoromethyl)-1H-pyrazol-3-yl)methanone ClC1=CC(=CC=2C3=C(NC12)CCN(C3)C(=O)C3=NNC(=C3)C(F)(F)F)OC